tert-butyl 5-amino-4-(7-(((1R,4R)-4-((tert-butyldimethylsilyl)oxy) cyclohexyl)oxy)-6-((((4-(3,4-difluorophenoxy)phenyl)carbamoyl)oxy)methyl)-1-oxoisoindolin-2-yl)-5-oxopentanoate NC(C(CCC(=O)OC(C)(C)C)N1C(C2=C(C(=CC=C2C1)COC(NC1=CC=C(C=C1)OC1=CC(=C(C=C1)F)F)=O)OC1CCC(CC1)O[Si](C)(C)C(C)(C)C)=O)=O